ClC1=CC=C(C=C1)C=1N=C2N(C=CC=C2)C1CN1CCN(CC1)C(=O)C1=CC(=CC=C1)C(C)C (4-{[2-(4-chlorophenyl)imidazo[1,2-a]pyridin-3-yl]methyl}piperazin-1-yl)(3-isopropylphenyl)methanone